(R)-7-((8-(dimethylamino)-5,6,7,8-tetrahydroquinolin-2-yl)amino)-4-(7-fluoro-imidazo[1,2-a]pyridin-3-yl)isoindolin-1-one CN([C@@H]1CCCC=2C=CC(=NC12)NC=1C=CC(=C2CNC(C12)=O)C1=CN=C2N1C=CC(=C2)F)C